CN(CC(=O)NC1COCCC1)C=1C2=C(N=C(N1)C1=NC=CC=C1)CCC2 2-[methyl[2-(pyridin-2-yl)-5H,6H,7H-cyclopenta[d]pyrimidin-4-yl]amino]-N-(oxan-3-yl)acetamide